C1=CC=[N+](C(=C1)[S-])[O-].C1=CC=[N+](C(=C1)[S-])[O-].[Zn+2] mercaptopyridine-N-oxide